COC=1C=C(C=CC1OC)C1=NC2=CC=CC=C2C(N1C)=O 2-(3,4-dimethoxyphenyl)-3-methylquinazolin-4(3H)-one